3-amino-4-(3-boronopropyl)-1-(N-glycylcarbamimidoyl)pyrrolidine-3-carboxylic acid, 2,2,2-trifluoroacetic acid salt FC(C(=O)O)(F)F.NC1(CN(CC1CCCB(O)O)C(NC(CN)=O)=N)C(=O)O